N1C(C=CC=C1)=O pyridine-o-oN